OP(O)(=O)OP(=O)(O)O.C1(=CC=CC=C1)C1=C(C(=C(C(=C1O)C1=CC=CC=C1)C1=CC=CC=C1)C(C)(C)C1=CC=C(C=C1)O)C1=CC=CC=C1 Tetraphenyl-(bisphenol-A) diphosphate